1-(3-methoxypropyl)-2,3-dimethyl-1,5,6,7,8,9-hexahydrocyclohepta[b]pyrrolo[3,2-e]pyridin-4-amine COCCCN1C(=C(C=2C(=C3C(=NC21)CCCCC3)N)C)C